C1(=CC=CC=C1)C(C(=N)C1=CC=CC=C1)C=N diphenylpropane-1,3-diimine